tert-butyl [trans-4-hydroxypyrrolidin-3-yl]carbamate O[C@H]1[C@@H](CNC1)NC(OC(C)(C)C)=O